C(C)OC=1C=C(C=CC1S(N)(=O)=O)CC(=O)O 2-(3-ethoxy-4-sulfamoylphenyl)acetic Acid